2-(1-(adamantan-1-ylmethyl)-5-methyl-1H-pyrazol-4-yl)-7-((2-(benzo[d]thiazol-2-ylcarbamoyl)phenyl)amino)-6-methylpyrazolo[5,1-b]thiazole-3-carboxylic acid methyl ester COC(=O)C=1N2C(SC1C=1C=NN(C1C)CC13CC4CC(CC(C1)C4)C3)=C(C(=N2)C)NC2=C(C=CC=C2)C(NC=2SC3=C(N2)C=CC=C3)=O